N-(4-bromo-2-propionylphenyl)-2-(4-(methylsulfonyl)phenyl)acetamide BrC1=CC(=C(C=C1)NC(CC1=CC=C(C=C1)S(=O)(=O)C)=O)C(CC)=O